COC=1C=C(C=C2C3=C(NC12)N=CN=C3)C(=O)[O-] 8-methoxy-9H-pyrimido[4,5-b]indole-6-carboxylate